2-decalinyl formate C(=O)OC1CC2CCCCC2CC1